O(C1=CC=CC=C1)C1=CC=C(C=C1)C1=NN(C2=NC=NC(=C21)N)C2CCC(CC2)N2CCNCC2 3-(4-phenoxyphenyl)-1-(4-(piperazin-1-yl)cyclohexyl)-1H-pyrazolo[3,4-d]pyrimidine-4-Amine